tert-butyl peroxyneoheptanoate (tert-butyl peroxyhexanoate) C(C)(C)(C)C(C(=O)OO)CCCC.C(CCC(C)(C)C)(=O)OOC(C)(C)C